2-((1-(3-methyl-4-oxo-2-(4-(2,2,2-trifluoroethyl)piperazin-1-yl)-6-(trifluoromethyl)-3,4-dihydroquinazolin-8-yl)ethyl)amino)benzoic acid CN1C(=NC2=C(C=C(C=C2C1=O)C(F)(F)F)C(C)NC1=C(C(=O)O)C=CC=C1)N1CCN(CC1)CC(F)(F)F